ClC=1C=C2C(=CN=C(C2=CN1)N1CC2(CC2(F)F)CC1)C(C)C 6-chloro-1-(1,1-difluoro-5-azaspiro[2.4]heptan-5-yl)-4-isopropyl-2,7-naphthyridine